4-({[3-(2H-1,3-benzodioxol-5-yl)-1,2,4-oxadiazol-5-yl]methyl}sulfanyl)-6-(trifluoromethyl)pyrimidine O1COC2=C1C=CC(=C2)C2=NOC(=N2)CSC2=NC=NC(=C2)C(F)(F)F